OC1=C2[C@H]3[C@H](C(OC2=CC(=C1)CCCCC[N+](C)(C)C)(C)C)CCC(=C3)CO 5-[(6Ar,10aR)-1-hydroxy-9-(hydroxymethyl)-6,6-dimethyl-6a,7,8,10a-tetrahydrobenzo[c]chromen-3-yl]pentyl-trimethylazanium